ClC1=C(C=CC(=C1)F)CC(=O)NC1=CC(=NC=C1)N(C(C)=O)C1=CC=CC=C1 N-{4-[2-(2-chloro-4-fluorophenyl)acetamido]pyridin-2-yl}-N-phenylacetamide